β-(4-chlorophenyl)-γ-aminobutyric acid ClC1=CC=C(C=C1)C(CC(=O)O)CN